7-(5,6-dimethyl-1-(tetrahydro-2H-pyran-2-yl)-1H-indazol-4-yl)-2-(((2R,7aS)-2-fluorohexahydro-1H-pyrrolizin-7a-yl)methoxy)-5,6,7,8-tetrahydropyrido[3,4-d]pyrimidin-4-ol CC=1C(=C2C=NN(C2=CC1C)C1OCCCC1)N1CC=2N=C(N=C(C2CC1)O)OC[C@]12CCCN2C[C@@H](C1)F